FC1=CC=C(C=C1)N1N=C(N=C1CC(C)C)CN1CCC(CC1)(C)C ((1-(4-fluorophenyl)-5-isobutyl-1H-1,2,4-triazol-3-yl)methyl)-4,4-dimethylpiperidine